NCCCCCC(=O)O epsilon-aminocaproic acid